C(C1=CC=CC=C1)(=O)[O-].CC1=NC=C(C=C1[C@H]1[NH+](CCC1)C)C (2S)-2-(2,5-dimethylpyridin-3-yl)-1-methylpyrrolidin-1-ium benzoate